3,4-epoxycyclohexyl-3,4-epoxycyclohexyl-carboxylate tert-butyl-[3-(5-methoxy-2H-pyrazolo[4,3-b]pyridin-2-yl)bicyclo[1.1.1]pentan-1-yl]carbamate C(C)(C)(C)N(C(O)=O)C12CC(C1)(C2)N2N=C1C(N=C(C=C1)OC)=C2.C2(CC1C(CC2)O1)OC(=O)C1CC2C(CC1)O2